2-(4-((2,5-Dioxo-3-phenylimidazolin-1-yl)methyl)-2,6-dimeth-ylphenoxy)-2-methylpropionic acid O=C1N(C(CN1C1=CC=CC=C1)=O)CC1=CC(=C(OC(C(=O)O)(C)C)C(=C1)C)C